COC=1C(=NC=CC1NC1=CC(C1=O)=O)C(=O)N1CCOCC1 4-((3-methoxy-2-(morpholine-4-carbonyl)pyridin-4-yl)amino)cyclobut-3-ene-1,2-dione